OC(C)C1=C2C(=NC(=C1)C(=O)O)C=CN2COCC[Si](C)(C)C 7-(1-hydroxyethyl)-1-((2-(trimethylsilyl)ethoxy)methyl)-1H-pyrrolo[3,2-b]pyridine-5-carboxylic acid